CC1=C(C(=C(C1([Hf]C1(C=CC2=CC=3CCCC3C=C12)CCCCC)C)C)C)C Pentamethylcyclopentadienyl-(1-pentyl-1,5,6,7-tetrahydro-s-indacenyl)hafnium